(R)-(6-((1-ethyl-1H-pyrazol-5-yl)sulfonyl)-1-(4-fluorophenyl)-4,4a,5,6,7,8-hexahydro-1H-pyrazolo[3,4-g]isoquinolin-4a-yl)(thiazol-2-yl)methanone C(C)N1N=CC=C1S(=O)(=O)N1C[C@]2(CC3=C(C=C2CC1)N(N=C3)C3=CC=C(C=C3)F)C(=O)C=3SC=CN3